tert-butyl (2R,5S)-5-(7-chloro-8-fluoroquinoline-3-amido)-2-{5-[2-(trifluoromethoxy)ethoxy]-1,3,4-oxadiazol-2-yl}piperidine-1-carboxylate ClC1=CC=C2C=C(C=NC2=C1F)C(=O)N[C@H]1CC[C@@H](N(C1)C(=O)OC(C)(C)C)C=1OC(=NN1)OCCOC(F)(F)F